C(CC)(=O)O.OC[C@@]12CCC[C@H]1[C@@H]1CCC3=CC(CC[C@]3(C)[C@H]1CC2)=O hydroxyandrost-4-en-3-one propionate